OC(=O)C(F)(F)F.O=C1NC(CCC1N1C(C2=CC=CC(=C2C1=O)NCCCCCCCCCC(=O)N[C@H]1C[C@@H](CC1)NC1=CC(=NC=2N1N=CC2)C(CC)CC)=O)=O 10-((2-(2,6-dioxopiperidin-3-yl)-1,3-dioxoisoindolin-4-yl)amino)-N-((1R,3R)-3-((5-(pentan-3-yl)pyrazolo[1,5-a]pyrimidin-7-yl)amino)cyclopentyl)decanamide TFA salt